OC1=C(C(/C=C/C2=CC(=C(C=C2)OC)OCC=C(C)C)=O)C(=CC(=C1)OC)OCC=C(C)C 2'-Hydroxy-4,4'-dimethoxy-3,6'-diprenyloxychalcone